CC1=C(C(=C(C1(C)[Fe]C1(C(=C(C(=C1C)C)C)C)C)C)C)C bis(pentamethyl-cyclopentadienyl)iron(II)